Ethyl 2-[3-(2-ethoxy-2-oxo-ethoxy)propoxy]acetate C(C)OC(COCCCOCC(=O)OCC)=O